2-(4-((4-(cyclopropyl(4-(trifluoromethyl)benzyl)amino)-5-fluoro-7H-pyrrolo[2,3-d]pyrimidin-7-yl)methyl)piperidin-1-yl)acetamide C1(CC1)N(C=1C2=C(N=CN1)N(C=C2F)CC2CCN(CC2)CC(=O)N)CC2=CC=C(C=C2)C(F)(F)F